N-(1-Methyl-3-(3-phenoxyprop-1-yn-1-yl)-1H-pyrrolo[2,3-b]pyridin-5-yl)acrylamide CN1C=C(C=2C1=NC=C(C2)NC(C=C)=O)C#CCOC2=CC=CC=C2